FC(C(=O)N1CCC(CC1)C=1C(=NC=CC1)NC=1C=NC(=CC1)OC(F)(F)F)=C 2-fluoro-1-(4-(2-((6-(trifluoromethoxy)pyridin-3-yl)amino)pyridin-3-yl)piperidin-1-yl)prop-2-en-1-one